CC12C3C(C(C=C1)C2)C(=O)OC3=O methyl-norborn-5-ene-2,3-dicarboxylic anhydride